C(C)(=O)OC[C@H]1[C@@H]([C@H]([C@H]([C@@H](O1)CC(=O)O)CC(=O)O)CC(=O)O)CC(=O)O (2S,3R,4S,5R,6R)-6-(acetoxymethyl)tetrahydro-2H-pyran-2,3,4,5-tetraacetic acid